2-CHLORO-5-HYDROXY-6-METHYL-1H-INDOLE-3-CARBALDEHYDE ClC=1NC2=CC(=C(C=C2C1C=O)O)C